2-((2R,5S)-5-methyl-2-(2-(1-methylpiperidin-4-yl)benzo[d]thiazol-5-yl)piperidin-1-yl)-2-oxoacetamide C[C@H]1CC[C@@H](N(C1)C(C(=O)N)=O)C=1C=CC2=C(N=C(S2)C2CCN(CC2)C)C1